C(CCN(C)CCCOC=1C(=C(C=CC1)C1=C(C(=CC=C1)OCCCN1C[C@@H](CC1)O)C)C)N(C)CCCOC=1C(=C(C=CC1)C1=C(C(=CC=C1)OCCCN1C[C@@H](CC1)O)C)C (3R,3'R)-1,1'-((((((propane-1,3-diylbis(methylazanediyl))bis(propane-3,1-diyl))bis(oxy))bis(2,2'-dimethyl-[1,1'-biphenyl]-3',3-diyl))bis(oxy))bis(propane-3,1-diyl))bis(pyrrolidin-3-ol)